C1(CCCCC1)C1=C(C=C(C=C1OC)\C=C\C1=CC=C(C=C1)Cl)OC (E)-2-cyclohexyl-5-(4-chlorostyryl)-1,3-dimethoxybenzene